4-(3-(2-chloro-5-(trifluoromethyl)phenyl)isoOxazol-5-yl)benzoic acid ClC1=C(C=C(C=C1)C(F)(F)F)C1=NOC(=C1)C1=CC=C(C(=O)O)C=C1